FC1(CCC2(CCN(C2)S(=O)(=O)C=2C=CC(=C(C2)C2=CN=C3C(=NC=NN32)N)C)CC1)F 7-(5-((8,8-Difluoro-2-azaspiro[4.5]decan-2-yl)sulfonyl)-2-methylphenyl)imidazo[2,1-f][1,2,4]triazin-4-amine